2-amino-3-((2-((3-(benzyl-oxy)-3-oxopropyl)amino)ethyl)selanyl)propanoic acid NC(C(=O)O)C[Se]CCNCCC(=O)OCC1=CC=CC=C1